Piperidine-1-carboxylic acid [(3R)-pyrrolidin-3-yl]Ester N1C[C@@H](CC1)OC(=O)N1CCCCC1